tert-butyl (1-benzylcyclopropyl)(methyl)carbamate C(C1=CC=CC=C1)C1(CC1)N(C(OC(C)(C)C)=O)C